dilithium naphthalate C1(=CC=CC2=CC=CC=C12)C(=O)[O-].[Li+].[Li+].C1(=CC=CC2=CC=CC=C12)C(=O)[O-]